1,2,4-triazole-1-ethanamine N1(N=CN=C1)CCN